6-(6-bromo-3-phenylquinoxalin-2-yl)-8-methyl-7-phenylpyrido[2,3-b]pyrazine BrC=1C=C2N=C(C(=NC2=CC1)C=1C(=C(C=2C(=NC=CN2)N1)C)C1=CC=CC=C1)C1=CC=CC=C1